hexylcinnamamide C(CCCCC)C(C(=O)N)=CC1=CC=CC=C1